isonicotinic acid (1-methylpropylidene) hydrazide CC(CC)=NNC(C1=CC=NC=C1)=O